C(C)(C)N(C(C)C)CN1N=NC2=C1C=CC(=C2)C(=O)O 1-[N,N-bis(isopropyl)aminomethyl]-5-carboxylbenzotriazole